3-(3-bromophenyl)-3-(difluoromethyl)oxetane BrC=1C=C(C=CC1)C1(COC1)C(F)F